(1-methyl-1H-indazol-5-yl)-N-(4-(6-oxo-6-(piperidin-1-yl)hexyl)-1-phenyl-1H-imidazol-2-yl)benzamide CN1N=CC2=CC(=CC=C12)C1=C(C(=O)NC=2N(C=C(N2)CCCCCC(N2CCCCC2)=O)C2=CC=CC=C2)C=CC=C1